[N+](=O)([O-])C=1C=C(C=CC1)S(=O)(=O)[O-].[NH+]1=CC=CC=C1 pyridinium 3-nitrobenzensulfonate